NC1=C2C(=NC=N1)N(N=C2C2=CC=C(C=C2)O)CC2=NC1=CC=CC(=C1C(N2CC2=CC=C(C=C2)C(F)(F)F)=O)C#C 2-((4-Amino-3-(4-hydroxyphenyl)-1H-pyrazolo[3,4-d]pyrimidin-1-yl)methyl)-5-ethynyl-3-(4-(trifluoromethyl)benzyl)quinazolin-4(3H)-one